BrC1=C2C=C(N(C2=CC(=C1)C1CC1)CCO)C(=O)NC 4-bromo-6-cyclopropyl-1-(2-hydroxyethyl)-N-methyl-indole-2-carboxamide